2-(2,3-dichlorophenyloxy)benzoic acid ClC1=C(C=CC=C1Cl)OC1=C(C(=O)O)C=CC=C1